N-(2-amino-3-cyclopropylpropyl)-2-bromo-5-fluoro-3-nitrobenzamide NC(CNC(C1=C(C(=CC(=C1)F)[N+](=O)[O-])Br)=O)CC1CC1